(2,4,4-trimethylpentyl)methyldimethoxysilane CC(C[Si](OC)(OC)C)CC(C)(C)C